3-(1,4-dioxaspiro[4.5]decan-8-yl)-6-hydroxy-quinazolin-4-one O1CCOC12CCC(CC2)N2C=NC1=CC=C(C=C1C2=O)O